4-chloro-N,N,2-trimethyl-5-nitro-benzenesulfonamide ClC1=CC(=C(C=C1[N+](=O)[O-])S(=O)(=O)N(C)C)C